tert-butyl 3-(4-fluoro-2-methoxypyridin-3-yl)azetidine-1-carboxylate FC1=C(C(=NC=C1)OC)C1CN(C1)C(=O)OC(C)(C)C